C(C)C1=C(C=C)C=C(C=C1)CC 2,5-diethyl-styrene